5-tert-butyl-3-(2,4-dichloro-5-isopropoxyphenyl)-1,3,4-oxadiazolin-2-one C(C)(C)(C)C1=NN(C(O1)=O)C1=C(C=C(C(=C1)OC(C)C)Cl)Cl